ClCC=1C(=NN(C1OC(F)F)C)C(F)(F)F 4-chloromethyl-5-difluoromethoxy-3-trifluoromethyl-1-methyl-1H-pyrazole